ON1[C@@H]2CC[C@H](N(C1=O)C2)C(=O)NNC(=O)[C@@H]2N(CCCC2)C(=O)OC(C)(C)C tert-Butyl (2R)-2-[(2-{[(2S,5R)-6-hydroxy-7-oxo-1,6-diazabicyclo[3.2.1]oct-2-yl]carbonyl}hydrazinyl)carbonyl]piperidine-1-carboxylate